3-(2-(5-(1-(3,5-Difluorophenyl)ethoxy)-1H-Indazol-3-yl)-4,6-Dihydropyrrolo[3,4-d]imidazol-5(1H)-yl)-N,N-Dimethylcyclobutan-1-Amin FC=1C=C(C=C(C1)F)C(C)OC=1C=C2C(=NNC2=CC1)C1=NC2=C(N1)CN(C2)C2CC(C2)N(C)C